ClC=1C=C(C=CC1Cl)NC(=O)N1C2CCC1CC1=NC=CC=C12 N-(3,4-dichlorophenyl)-6,7,8,9-tetrahydro-5H-5,8-epiminocyclohepta[b]pyridine-10-carboxamide